C(C)N(C=1C=C2C=CC(=NC2=CC1)C=O)CC 6-(diethylamino)quinoline-2-formaldehyde